racemic-4-((1R,2R)-2-(5-amino-1,3,4-thiadiazol-2-yl)cyclopropyl)benzonitrile NC1=NN=C(S1)[C@H]1[C@@H](C1)C1=CC=C(C#N)C=C1 |r|